CC12CC(CC2(CC(C1)=O)C)=O 1,5-dimethylbicyclo(3.3.0)octane-3,7-dione